1-(2-azabicyclo[2.1.1]hexan-5-yl)-4-(3-(dimethylamino)azetidin-1-yl)-7-(3-hydroxynaphthalen-1-yl)-2-(2-(methylamino)ethyl)-1,7-dihydro-6H-imidazo[4,5-c][1,7]naphthyridin-6-one C12NCC(C1N1C(=NC=3C(=NC=4C(N(C=CC4C31)C3=CC(=CC1=CC=CC=C31)O)=O)N3CC(C3)N(C)C)CCNC)C2